methyl 2-fluoro-3-nitro-benzoate FC1=C(C(=O)OC)C=CC=C1[N+](=O)[O-]